(2E)-1-(2-Chlorophenyl)-3-(4-hydroxyphenyl)prop-2-en-1-one ClC1=C(C=CC=C1)C(\C=C\C1=CC=C(C=C1)O)=O